5-methoxy-3-(2-oxopropyl)pyridine-2-carbonitrile COC=1C=C(C(=NC1)C#N)CC(C)=O